C(C)(C)(C)OC(=O)N1CC=2C(=NN3C2C(CC[C@H](C3)O)(F)F)CC1 (R)-tert-Butyl-11,11-difluoro-8-hydroxy-3,4,8,9,10,11-hexahydro-1H-pyrido[4',3':3,4]pyrazolo[1,5-a]azepine-2(7H)-carboxylate